biphenyl-2-yl-carbamic acid 1-(2-{3-[4-(3-diethylcarbamoylpiperidin-1-ylmethyl)phenyl]propionylamino}ethyl)piperidin-4-yl ester C(C)N(C(=O)C1CN(CCC1)CC1=CC=C(C=C1)CCC(=O)NCCN1CCC(CC1)OC(NC1=C(C=CC=C1)C1=CC=CC=C1)=O)CC